C1(CC1)C1=C(C=C(C=N1)C1=NC(=C(C(=C1)N(C)CC1(CCC1)COC)[N+](=O)[O-])N)C(F)(F)F 6'-Cyclopropyl-N4-{[1-(methoxymethyl)cyclobutyl]methyl}-N4-methyl-5-nitro-5'-(trifluoromethyl)[2,3'-bipyridin]-4,6-diamine